cyclopentanedione C1(C(CCC1)=O)=O